FC1=C(OCCCSCC2=NNC(O2)=O)C=CC(=C1)F 5-[(2,4-difluorophenoxypropylsulfanyl)methyl]-1,3,4-oxadiazol-2(3H)-one